methyl (S)-2-((4-(2-((4-chloro-2-fluorobenzyl) oxy) pyridin-3-yl) piperidin-1-yl) methyl)-4-methoxy-1-(oxetan-2-ylmethyl)-1H-benzo[d]imidazole-6-carboxylate ClC1=CC(=C(COC2=NC=CC=C2C2CCN(CC2)CC2=NC3=C(N2C[C@H]2OCC2)C=C(C=C3OC)C(=O)OC)C=C1)F